N[C@H]1CN(CC1)C1=NC=NC2=CC(=CC=C12)NC(C=C)=O (R)-N-(4-(3-aminopyrrolidin-1-yl)quinazolin-7-yl)propeneAmide